N-[2-[(2,3-difluorophenyl)methylsulfanyl]-6-[(1R,2S)-2,3-dihydroxy-1-methyl-propoxy]Pyrimidin-4-yl]Azetidine-1-sulfonamide FC1=C(C=CC=C1F)CSC1=NC(=CC(=N1)NS(=O)(=O)N1CCC1)O[C@@H]([C@H](CO)O)C